FC1(C[C@H]2CC(C[C@H]2C1)NC(C1=CC(=C(C=C1)C)C#CC=1C=NC=CC1)=O)F N-[(2R,3aR,6aS)-5,5-difluoro-octahydropentalen-2-yl]-4-methyl-3-[2-(pyridin-3-yl)ethynyl]benzamide